C(=O)[O-] Methanoate